FC(F)C=1SC2=C(N1)C=CC=C2 (difluoromethyl)benzo[d]thiazol